3-methyl-6-(m-tolyl)-1-(3-pyridylmethyl)imidazo[4,5-b]Pyridin CN1CN(C=2C1=NC=C(C2)C=2C=C(C=CC2)C)CC=2C=NC=CC2